(S)-N-(4-cyclobutyl-3-(cyclobutylmethyl)-1-methyl-1H-pyrazol-5-yl)-2-(2,2,3,3-tetrafluorocyclobutyl)acetamide C1(CCC1)C=1C(=NN(C1NC(C[C@@H]1C(C(C1)(F)F)(F)F)=O)C)CC1CCC1